1-((6,6-bis(octyloxy)hexanoyl)oxy)pentadecan-3-yl-1,4-dimethylpiperidine-4-carboxylate C(CCCCCCC)OC(CCCCC(=O)OCCC(CCCCCCCCCCCC)OC(=O)C1(CCN(CC1)C)C)OCCCCCCCC